(S)-1',1'-Difluoro-2-(4-fluorophenyl)-3-(1H-pyrazolo[3,4-b]pyridin-4-yl)spiro[4,6-dihydropyrrolo[1,2-b]pyrazole-5,2'-cyclopropane] FC1([C@]2(C1)CC=1N(N=C(C1C1=C3C(=NC=C1)NN=C3)C3=CC=C(C=C3)F)C2)F